N[C@@H](CC(=O)O)C=1C=C(C=CC1)N1C(=CC2=CC=C(C=C12)OC(F)(F)F)C(=O)O (S)-1-(3-(1-amino-2-carboxyethyl)phenyl)-6-(trifluoromethoxy)-1H-indole-2-carboxylic acid